C(C)(C)(C)OOOC(C(=O)O)(C(O)(C(=O)O)C(C)C)CC1=CC(OC)=C(O)C=C1C1=CC=CC=C1 tertiary butyl-peroxyisopropyl-benzenevanillyltartaric acid